2-(dodecylthio(thiocarbonyl)thio)-2-methylpropionic acid C(CCCCCCCCCCC)SC(=S)SC(C(=O)O)(C)C